4,4'-dinitrobenzil [N+](=O)([O-])C1=CC=C(C=C1)C(=O)C(=O)C1=CC=C(C=C1)[N+](=O)[O-]